FC(C(=O)N1CC2=CC(=CC=C2CC1)NC1=NC=C(C(=N1)C=1SC=C(C1)S(=O)(=O)C)C(F)(F)F)(F)F 2,2,2-trifluoro-1-(7-{[4-(4-methanesulfonylthiophen-2-yl)-5-(trifluoromethyl)pyrimidin-2-yl]amino}-1,2,3,4-tetrahydroisoquinolin-2-yl)ethan-1-one